C[C@@H]1CN(C[C@H]2N1CC1=CC(=CC=C21)N2CC1CNCC(C2)O1)C=1C=2N(C(=CC1)C#N)N=CC2 4-[(4R,10bS)-4-methyl-8-(9-oxa-3,7-diazabicyclo[3.3.1]non-3-yl)-3,4,6,10b-tetrahydro-1H-pyrazino[2,1-a]isoindol-2-yl]pyrazolo[1,5-a]pyridine-7-carbonitrile